C(C)C1C=2C=CC=C(C3=NNC4=CC=C(OCCCNC(O1)=O)C=C34)C2 7-ethyl-8,14-dioxa-10,19,20-triazatetracyclo[13.5.2.12,6.018,21]tricosa-1(20),2,4,6(23),15,17,21-heptaen-9-one